C1[C@@H]2N(CCN1CC1=CC(=NC(=C1)C(F)(F)F)N1C(C3=CC(=CC=C3C1)C1(COC1)CC1=NN=CN1C)=O)CCC2 (R)-2-(4-((Hexahydropyrrolo[1,2-a]pyrazin-2(1H)-yl)methyl)-6-(trifluoro-methyl)pyridin-2-yl)-6-(3-((4-methyl-4H-1,2,4-triazol-3-yl)methyl)oxetan-3-yl)isoindolin-1-one